FC(C=1N=CC=2N(C1)C(=CN2)C2=NC=CC(=N2)N2CC(CCC2)C2=NNC(=C2)CCO)F 2-(3-(1-(2-(6-(Difluoromethyl)imidazo[1,2-a]pyrazin-3-yl)pyrimidin-4-yl)piperidin-3-yl)-1H-pyrazol-5-yl)ethan-1-ol